4-[5-cyano-2-(4-methyl-1,2,4-triazol-3-yl)phenyl]-6-[(2-cyanoethyl)amino]-N-methoxy-N-methylpyridine-2-carboxamide C(#N)C=1C=CC(=C(C1)C1=CC(=NC(=C1)NCCC#N)C(=O)N(C)OC)C1=NN=CN1C